1-(2,2-dimethylcyclopropyl)3-methoxybenzene CC1(C(C1)C1=CC(=CC=C1)OC)C